Argon Carbon [C].[Ar]